ClC1=C(C=C(C=C1)C#CC(C)NC(OC(C)(C)C)=O)N(CC)CC tert-butyl (4-(4-chloro-3-(diethylamino) phenyl)but-3-yn-2-yl)carbamate